2-amino-2-(2'-methoxy-[1,1'-biphenyl]-4-yl)acetic acid NC(C(=O)O)C1=CC=C(C=C1)C1=C(C=CC=C1)OC